N-((1R,9S)-5-chloro-9-ethyl-9-hydroxy-4-methyl-10,13-dioxo-2,3,9,10,13,15-hexahydro-1H,12H-benzo[de]pyrano[3',4':6,7]indolizino[1,2-b]quinolin-1-yl)-2-hydroxyacetamide ClC=1C(=C2C=3C(=C4C(=NC3C1)C1=CC3=C(C(N1C4)=O)COC([C@]3(O)CC)=O)[C@@H](CC2)NC(CO)=O)C